3',4',7-trimethoxyisoflavone tert-butyl-N-[4-[[4-[3-[1-[(4-methoxyphenyl)methyl]-2,6-dioxo-3-piperidyl]phenyl]piperazin-1-yl]methyl]cyclohexyl]carbamate C(C)(C)(C)N(C(O)=O)C1CCC(CC1)CN1CCN(CC1)C1=CC(=CC=C1)C1C(N(C(CC1)=O)CC1=CC=C(C=C1)OC)=O.COC=1C=C(C2=COC3=CC(=CC=C3C2=O)OC)C=CC1OC